N1CC(C1)N1CCN(CC1)C(\C=C\C1=CC=C(C=C1)Cl)=O (E)-1-(4-(azetidin-3-yl)piperazin-1-yl)-3-(4-chlorophenyl)prop-2-en-1-one